C1(=CC=C(C=C1)C(=O)OC)C(=O)OC 1,4-benzenedicarboxylic acid, dimethyl ester